CS(=O)(=O)OCC1CN(C=2N(C1)N=CC2)C(=O)OC(C)(C)C tert-butyl 6-(((methylsulfonyl)oxy)methyl)-6,7-dihydropyrazolo[1,5-a]pyrimidine-4(5H)-carboxylate